2-bromo-5-fluoro-N-(2-(5-methoxy-1H-indol-3-yl)ethyl)benzamide BrC1=C(C(=O)NCCC2=CNC3=CC=C(C=C23)OC)C=C(C=C1)F